C(C)(C)(C)OC(=O)N1CC(CC1)(C)C(C#CC(C)(C)NC(=O)OCC1=CC=CC=C1)=O.C(#N)C=CC=CC cyanopentadiene tert-butyl-3-[4-(benzyloxycarbonylamino)-4-methyl-pent-2-ynoyl]-3-methyl-pyrrolidine-1-carboxylate